COC1=C(C=CC(=C1)C)C=1C2=C(C(=NN1)N[C@H]1CN(CCC1)C(=O)OC(C)(C)C)CCCCC2 tert-butyl (R)-3-((4-(2-methoxy-4-methylphenyl)-6,7,8,9-tetrahydro-5H-cyclohepta[d]pyridazin-1-yl)amino)piperidine-1-carboxylate